5-{7-(1-cyclopropyl-1H-pyrazol-3-yl)-4-oxa-1,6-diazabicyclo[3.3.0]octa-2,5,7-trien-8-yl}-1,3a-diaza-3-indenecarboxamide C1(CC1)N1N=C(C=C1)C=1N=C2OC=CN2C1C1=CN2C(=CN=C2C=C1)C(=O)N